N-(2-(3-(2-((1,5-dimethyl-1H-pyrazol-3-yl)amino)-5-methylpyrimidin-4-yl)-1H-indol-7-yl)-1-oxoisoindolin-4-yl)tetrahydrofuran-3-carboxamide CN1N=C(C=C1C)NC1=NC=C(C(=N1)C1=CNC2=C(C=CC=C12)N1C(C2=CC=CC(=C2C1)NC(=O)C1COCC1)=O)C